ClC1=C(C=C(C=C1)C1=NN(C(=N1)CC(=O)NCC1=CC(=CC(=C1)Cl)Cl)CCO)F 2-[3-(4-chloro-3-fluorophenyl)-1-(2-hydroxyethyl)-1H-1,2,4-triazol-5-yl]-N-[(3,5-dichlorophenyl)methyl]acetamide